p-nitrobenzaldehyde C1=CC(=CC=C1C=O)[N+](=O)[O-]